1-(3-[[5-(7-chloro-1H-indazol-3-yl)-3-methylpyrazin-2-yl]oxy]pyrrolidin-1-yl)ethanone ClC=1C=CC=C2C(=NNC12)C=1N=C(C(=NC1)OC1CN(CC1)C(C)=O)C